5-Amino-N-(3-cyano-4-methyl-1H-indol-7-yl)-1-[(1R)-2-hydroxy-1-methylethyl]pyrazol-4-sulfonamid NC1=C(C=NN1[C@@H](CO)C)S(=O)(=O)NC=1C=CC(=C2C(=CNC12)C#N)C